[Si]([O-])([O-])([O-])[O-].[Zr+4] zirconium(IV) silicate